(3S)-11-(5-chloro-2,4-difluorophenyl)-8-((3S,5R)-3,5-dimethylpiperazin-1-yl)-3-(pyridin-4-yloxy)-10-(trifluoromethyl)-3,4-dihydro-2H,6H-[1,4]thiazepino[2,3,4-ij]quinazolin-6-one ClC=1C(=CC(=C(C1)C1=C(C=C2C(=NC(N3C2=C1SC[C@H](C3)OC3=CC=NC=C3)=O)N3C[C@@H](N[C@@H](C3)C)C)C(F)(F)F)F)F